3-[2-[(3S)-3-hydroxy-5-[3-[(1S)-1-hydroxy-2-phenylethyl]phenyl]pentoxy]phenyl]propanoic acid O[C@H](CCOC1=C(C=CC=C1)CCC(=O)O)CCC1=CC(=CC=C1)[C@H](CC1=CC=CC=C1)O